N-(3-cyano-4-methyl-1H-indol-7-yl)-1-(1,1-difluoro-2-hydroxy-ethyl)pyrazole-4-sulfonamide C(#N)C1=CNC2=C(C=CC(=C12)C)NS(=O)(=O)C=1C=NN(C1)C(CO)(F)F